4-(2-oxo-ethyl)piperidine-1-carboxylic acid tert-butyl ester C(C)(C)(C)OC(=O)N1CCC(CC1)CC=O